N1,N2-bis(4-((6,7-dimethoxyquinolin-4-yl)oxy)phenyl)oxalamide COC=1C=C2C(=CC=NC2=CC1OC)OC1=CC=C(C=C1)NC(C(=O)NC1=CC=C(C=C1)OC1=CC=NC2=CC(=C(C=C12)OC)OC)=O